C(C1=CC=CC=C1)N(C(C(=O)OCC(F)(F)F)=O)CC1=C(C=C(C=C1)F)C 2,2,2-trifluoroethyl 2-[benzyl-[(4-fluoro-2-methyl-phenyl)methyl]amino]-2-oxo-acetate